(R)-7-(4-bromo-3-(trifluoromethyl)benzoyl)-2-chloro-3-(4-cyclopropoxyphenyl)-6-methyl-5,6,7,8-tetrahydropyrido[3,4-d]pyrimidin-4(3H)-one BrC1=C(C=C(C(=O)N2CC=3N=C(N(C(C3C[C@H]2C)=O)C2=CC=C(C=C2)OC2CC2)Cl)C=C1)C(F)(F)F